5-bromo-2,2-dimethyl-3,4-dihydronaphthalen-1(2H)-one BrC1=C2CCC(C(C2=CC=C1)=O)(C)C